tert-butyl (2S,3S)-2-(2-(((tert-butyldimethylsilyl)oxy)methyl)-6-(trifluoromethyl)pyridin-3-yl)-3-hydroxypiperidine-1-carboxylate [Si](C)(C)(C(C)(C)C)OCC1=NC(=CC=C1[C@@H]1N(CCC[C@@H]1O)C(=O)OC(C)(C)C)C(F)(F)F